F[P-](F)(F)(F)(F)F.N1(N=NC2=C1N=CC=C2)O[P+](N2CCCC2)(N2CCCC2)N2CCCC2 (7-azabenzotriazole-1-yloxy)trispyrrolidinophosphonium hexafluorophosphate